ClC1=C(C=CC(=C1)Cl)[C@@H](C)NC1=NC(=NC=C1F)N1C[C@H]([C@H](CC1)NC(OC(C)(C)C)=O)O tert-butyl ((3R,4S)-1-(4-(((R)-1-(2,4-dichlorophenyl)ethyl)amino)-5-fluoropyrimidin-2-yl)-3-hydroxypiperidin-4-yl)carbamate